C(=O)[C@H]1CCC(N1C(=O)OC(C)(C)C)(C)C tert-Butyl (R)-5-formyl-2,2-dimethylpyrrolidine-1-carboxylate